N1C(CCCC1=O)=O PIPERIDINE-2,6-DIONE